tert-butyl 7-((1-(1-((2-(trimethylsilyl)ethoxy)methyl)-1H-pyrazol-4-yl)piperidin-4-yl)methyl)-2,7-diazaspiro[3.5]nonane-2-carboxylate C[Si](CCOCN1N=CC(=C1)N1CCC(CC1)CN1CCC2(CN(C2)C(=O)OC(C)(C)C)CC1)(C)C